2-amino-3-bromo-5-chlorobenzoic acid NC1=C(C(=O)O)C=C(C=C1Br)Cl